COC(CCS(=O)(=O)C1=CC(=C(C=C1)NC1CCCCC1)N1N=CC=N1)=O 3-((4-(cyclohexylamino)-3-(2H-1,2,3-triazol-2-yl)phenyl)sulfonyl)propanoic acid methyl ester